6-(4-(4-(trifluoromethyl)benzyl)-4H-thieno[3,2-b]pyrrole-3-carboxamido)spiro[3.3]heptane FC(C1=CC=C(CN2C3=C(C=C2)SC=C3C(=O)NC3CC2(CCC2)C3)C=C1)(F)F